C[NH+](C)CCCC=C(C(=O)N)C dimethylammoniopropylmethacrylamid